NC=1C=C2C=CC(=NC2=CC1)C1=CC=C(C#N)C=C1 4-(6-Aminoquinolin-2-yl)benzonitrile